OOS(=O)(=O)O bis-hydroxysulfonic acid